F[C@@H]1[C@@H](O[C@@H]([C@H]1O)CO)N1C(NC(C=C1)=O)=O 1-[(2R,3S,4R,5R)-3-fluoro-4-hydroxy-5-(hydroxymethyl)oxolan-2-yl]-3H-pyrimidine-2,4-dione